O.O.O.[Fe](Br)(Br)Br ferric bromide trihydrate